CC1(CC(CC(N1)(C)C)O)C 2,6,6-tetramethyl-4-piperidinol